COC=1C(=NC=C(N1)C)N 3-methoxy-5-methyl-pyrazin-2-amine